Methyl 4-[3-[2,6-dichloro-4-(oxetan-3-yl)benzoyl]-2,4-dihydro-1,3-benzoxazin-8-yl]-5-fluoro-2-morpholin-4-ylbenzoate ClC1=C(C(=O)N2COC3=C(C2)C=CC=C3C3=CC(=C(C(=O)OC)C=C3F)N3CCOCC3)C(=CC(=C1)C1COC1)Cl